FC(C(=O)O)(F)F.COC1=C(C=C2C(=NC=NC2=C1)C(=O)OC)OC1CCNCC1 methyl 7-methoxy-6-(piperidin-4-yloxy)quinazoline-4-carboxylate 2,2,2-trifluoroacetate